methyl 2-(1-benzothien-3-yl)-5-[1-(benzenesulfonyl)-1H-pyrrolo[2,3-b]pyridin-4-yl]-1-{[2-(trimethylsilyl) ethoxy] methyl}-1H-pyrrole-3-carboxylate S1C=C(C2=C1C=CC=C2)C=2N(C(=CC2C(=O)OC)C2=C1C(=NC=C2)N(C=C1)S(=O)(=O)C1=CC=CC=C1)COCC[Si](C)(C)C